2-[[6,8-bis(trifluoromethyl)-[1,2,4]triazolo[4,3-a]pyridin-3-yl]amino]propanamide FC(C=1C=C(C=2N(C1)C(=NN2)NC(C(=O)N)C)C(F)(F)F)(F)F